(1R,5S)-3-azaspiro[bicyclo[3.2.1]octane-8,1'-cyclopropane]-2-d C12(CC1)[C@@H]1C(NC[C@H]2CC1)[2H]